N(C1=CC=CC=C1)N1N=CNC1=O anilino-1H-1,2,4-triazol-5(4H)-one